BrC1=C(SC2=C1C=CC(=C2)OC)C2=CC=C(C=C2)Br 3-bromo-2-(4-bromophenyl)-6-methoxy-benzothiophene